2-(5-chloro-2-ethoxy-4-methyl-3-morpholinophenyl)propionic acid ClC=1C(=C(C(=C(C1)C(C(=O)O)C)OCC)N1CCOCC1)C